OCN[C@@H](CS)C(=O)O (hydroxymethyl)-L-cysteine